Aluminum (trisethylacetoacetate) C(C)C(C(CC(=O)[O-])=O)(CC)CC.[Al+3].C(C)C(C(CC(=O)[O-])=O)(CC)CC.C(C)C(C(CC(=O)[O-])=O)(CC)CC